FC1=C(OC2CCN(CC2)C=2N=C3C(=NC2N[C@H]2COCC2)CN(CC3)C(C)=O)C=CC(=C1)F (R)-1-(2-(4-(2,4-difluorophenoxy)piperidin-1-yl)-3-((tetrahydrofuran-3-yl)amino)-7,8-dihydropyrido[3,4-b]pyrazin-6(5H)-yl)ethan-1-one